S1C(=CC=C1)C[C@@]1(NCCC1)C(=O)O α-(2-thiophenylmethyl)-proline